O=CCCOC(=O)N1CCCCC1 3-oxopropyl-piperidine-1-carboxylate